N-(4-(2,4-dihydroxyphenyl)thiazol-2-yl)-2-oxopropionamide OC1=C(C=CC(=C1)O)C=1N=C(SC1)NC(C(C)=O)=O